(S)-(6-Fluorochroman-3-yl)(1-(2-hydroxyethyl)-6-(3-methoxy-1H-pyrazol-4-yl)-1H-indol-3-yl)methanone FC=1C=C2C[C@@H](COC2=CC1)C(=O)C1=CN(C2=CC(=CC=C12)C=1C(=NNC1)OC)CCO